(2'-(methylamino)-[1,1'-biphenyl]-2-yl)((methylsulfonyl)oxy)palladium CNC1=C(C=CC=C1)C1=C(C=CC=C1)[Pd]OS(=O)(=O)C